N1(N=CC=C1)CCC(=O)N1CC(CCC1)C1=CC(=C2C=C(NC2=C1F)C(=O)OC)C1=CC=C(C=C1)N1CCN(CC1)C(=O)OC(C)(C)C Methyl 6-(1-(3-(1H-pyrazol-1-yl)propanoyl)piperidin-3-yl)-4-(4-(4-(tert-butoxycarbonyl)piperazin-1-yl)phenyl)-7-fluoro-1H-indole-2-carboxylate